FC=1C=CC2=C(CC3CCC2N3C3=CC=C(C=C3)OC)C1 (±)-2-fluoro-10-(4-methoxyphenyl)-6,7,8,9-tetrahydro-5H-5,8-epiminobenzo[7]annulene